FC=1C=C(C(=O)Cl)C=C(C1)C(F)(F)F E-3-fluoro-5-(trifluoromethyl)benzoyl chloride